4-amino-6-chlorobenzene-1,3-diol NC1=C(C=C(C(=C1)Cl)O)O